tert-butyl 3-(6-chloropyridazine-3-carbonyl)piperidine-1-carboxylate ClC1=CC=C(N=N1)C(=O)C1CN(CCC1)C(=O)OC(C)(C)C